3-indolebutyric acid-13C N1[13CH]=C(C2=CC=CC=C12)CCCC(=O)O